4-benzyl-3-(3-(2-trifluoromethylphenyl)acryloyl)oxazolidin-2-one dysprosium-iron-gallium [Ga].[Fe].[Dy].C(C1=CC=CC=C1)C1N(C(OC1)=O)C(C=CC1=C(C=CC=C1)C(F)(F)F)=O